ClC=1C=C(C=NC1)C1=CC=C(C=C1)N(C(C(C)(C)C=1N=C(SC1)NS(=O)(=O)C1CC1)=O)C N-(4-(5-chloropyridin-3-yl)phenyl)-2-(2-(cyclopropanesulfonamido)thiazol-4-yl)-N,2-dimethylpropanamide